(3-(hydroxymethyl)-6-methylpyrazin-2-yl)-1,3-dihydrospiro[indene-2,4'-piperidine] OCC=1C(=NC(=CN1)C)N1CCC2(CC1)CC1=CC=CC=C1C2